(R)-2-((1,1-dioxido-2,3-dihydrothiophen-3-yl)carbamoyl)-5-(5-fluoro-2-(pyridin-4-ylmethoxy)phenyl)pyridine 1-oxide O=S1(C[C@@H](C=C1)NC(=O)C1=[N+](C=C(C=C1)C1=C(C=CC(=C1)F)OCC1=CC=NC=C1)[O-])=O